cis-9,10-methylene-hexadecanoic acid CCCCCC[C@H]1C[C@H]1CCCCCCCC(=O)O